(4S)-8-bromo-1-methyl-6-(2-pyridinyl)-4H-imidazo[1,2-a][1,4]benzodiazepine BrC=1C=CC2=C(C(=NCC=3N2C(=CN3)C)C3=NC=CC=C3)C1